FC1=C(C(=CC(=C1)OCC1=CC=NC=C1)F)C=1C=C2C(=CN1)NN=C2C=2C=NN(C2)C 5-(2,6-difluoro-4-(pyridin-4-ylmethoxy)phenyl)-3-(1-methyl-1H-pyrazol-4-yl)-1H-pyrazolo[3,4-c]pyridine